N,N-diethyl-2-[(4-fluorophenyl)methyl]-5-methoxy-benzamide C(C)N(C(C1=C(C=CC(=C1)OC)CC1=CC=C(C=C1)F)=O)CC